COC1=NC=CC(=C1C(=O)O)C(F)(F)F 2-methoxy-4-(trifluoromethyl)-pyridine-3-carboxylic acid